2-(6-(5,6-Dihydro-4H-benzo[f][1,2,4]triazolo[4,3-a]azepine-1-yl)pyridin-2-yl)-6-(isopropyl(methyl)amino)-4-((methylamino)methyl)-2,3-dihydro-1H-pyrrolo[3,4-c]pyridin-1-one C1(=NN=C2N1C1=C(CCC2)C=CC=C1)C1=CC=CC(=N1)N1CC=2C(=NC(=CC2C1=O)N(C)C(C)C)CNC